FC(OC=1C=C(C(=C(C1)O)C1=CC2=C(N=N1)N(C=C2C)C2CC(C2)(C)O)C)F 5-(Difluoromethoxy)-2-{7-[(1s,3s)-3-hydroxy-3-methylcyclobutyl]-5-methyl-7H-pyrrolo[2,3-c]pyridazin-3-yl}-3-methylphenol